3-(2-((2-(2-methoxyphenyl)pyrimidin-4-yl)methoxy)phenyl)propionic acid COC1=C(C=CC=C1)C1=NC=CC(=N1)COC1=C(C=CC=C1)CCC(=O)O